3-(2,2-difluoroethoxy)-N-[1-[3-[5-(2,2-difluoroethoxy)-2-pyridyl]pyrazin-2-yl]ethyl]-5-(trifluoromethyl)benzamide FC(COC=1C=C(C(=O)NC(C)C2=NC=CN=C2C2=NC=C(C=C2)OCC(F)F)C=C(C1)C(F)(F)F)F